1-[(2-ethoxypyridin-3-yl)carbonyl]piperidin C(C)OC1=NC=CC=C1C(=O)N1CCCCC1